tert-butyl 2-(oxetan-3-yl)hydrazine-1-carboxylate O1CC(C1)NNC(=O)OC(C)(C)C